C1(=CC=CC2=CC=CC=C12)C=1C=2N(C(=CC1)C1=CC=CC=C1)C1=C(N2)C=CC=C1 4-(1-naphthyl)-1-phenylbenzo[4,5]imidazo[1,2-a]pyridine